N-[5-(3-fluorophenyl)-1H-indazol-3-yl]-1-methylpiperidine-4-carboxamide hydrochloride Cl.FC=1C=C(C=CC1)C=1C=C2C(=NNC2=CC1)NC(=O)C1CCN(CC1)C